(R)-tert-butyl (8-(5-(2,3-dichlorophenyl)-3-(hydroxymethyl)-6-methylpyrazin-2-yl)-8-azaspiro[4.5]decan-1-yl)carbamate ClC1=C(C=CC=C1Cl)C=1N=C(C(=NC1C)N1CCC2(CCC[C@H]2NC(OC(C)(C)C)=O)CC1)CO